Cl.Cl.COC=1C=2N(C=C(N1)C=1C=CC(=C(C1)O)C1=CN=C(N=N1)N1C[C@@H](NCC1)C(C)C)N=C(N2)C 5-(8-methoxy-2-methyl[1,2,4]triazolo[1,5-a]pyrazin-6-yl)-2-{3-[(3S)-3-(propan-2-yl)piperazin-1-yl]-1,2,4-triazin-6-yl}phenol dihydrochloride